7-(7-(cyclohexyl-(hydroxy)methyl)-2,3-dihydro-4H-pyrido[3,2-b][1,4]oxazin-4-yl)-2-methyl-[1,2,4]triazolo[4,3-a]pyridin-3(2H)-one C1(CCCCC1)C(C1=CC=2OCCN(C2N=C1)C1=CC=2N(C=C1)C(N(N2)C)=O)O